8,9-epoxy-5Z,11Z,14Z-eicosatrienoic acid CCCCC/C=C\C/C=C\CC1C(O1)C/C=C\CCCC(=O)O